BrC=1C(=CC(=NC1)OC(F)F)CC 5-bromo-2-(difluoromethoxy)-4-ethyl-pyridine